(2S,4R)-4-(2,3-difluoro-4-iodophenoxy)-N-methylpyrrolidine-2-carboxamide FC1=C(O[C@@H]2C[C@H](NC2)C(=O)NC)C=CC(=C1F)I